C(C1=CC=CC=C1)ONC(=O)C1=NC=C(C=N1)NC=1OC(=CN1)C1=CC=C(C=C1)C(F)(F)F N-(benzyloxy)-5-((5-(4-(trifluoromethyl)phenyl)oxazol-2-yl)amino)pyrimidine-2-carboxamide